N-(2-(dimethylamino)ethyl)-4-formyl-5-hydroxy-1H-indole-2-carboxamide CN(CCNC(=O)C=1NC2=CC=C(C(=C2C1)C=O)O)C